NC1=CC=C(CC(C(=O)OCC)(C(=O)OCC)OC[C@H]2O[C@H]([C@@H]([C@]2(C#C)OC(C)=O)OC(C)=O)N2C3=NC(=NC(=C3N=C2)NC(=O)OC(C)(C)C)Cl)C=C1 diethyl 2-(4-aminobenzyl)-2-(((2r,3r,4r,5r)-3,4-diacetoxy-5-(6-((tert-butoxycarbonyl)-amino)-2-chloro-9H-purin-9-yl)-3-ethynyl tetrahydrofuran-2-yl) methoxy)-malonate